[N].C(CCCCC(C)C)NCCCCCC(C)C diisooctylamine nitrogen